FC(C=1C=NC(=NC1)N1CCC(CC1)(C(=O)N1CCOC2=C(C1)C=NC=C2C#N)F)F 4-[1-[5-(difluoromethyl)pyrimidin-2-yl]-4-fluoro-piperidine-4-carbonyl]-3,5-dihydro-2H-pyrido[3,4-f][1,4]oxazepine-9-carbonitrile